5-(HYDROXYMETHYL)FURAN-2-YLBORONIC ACID OCC1=CC=C(O1)B(O)O